[7-[[6-(Difluoromethoxy)-3-pyridyl]methyl]-2-azaspiro[3.5]nonan-2-yl]-[(3R)-3-(triazol-1-yl)pyrrolidin-1-yl]methanone FC(OC1=CC=C(C=N1)CC1CCC2(CN(C2)C(=O)N2C[C@@H](CC2)N2N=NC=C2)CC1)F